lithium bromine [Br].[Li]